C(CCCCCCC)SC1=NC(=NC(=N1)SCCCCCCCC)NC1=CC(=C(C(=C1)C(C)(C)C)O)C(C)(C)C 2,4-bis-(octylmercapto)-6-(3,5-di-tert-butyl-4-hydroxyanilino)-s-triazine